Cl.[NH+]=1NN=NC1 tetrazolium HCl salt